1-(3-chloropyridin-2-yl)-3-(trifluoromethyl)-1H-pyrazole-5-carbonyl chloride ClC=1C(=NC=CC1)N1N=C(C=C1C(=O)Cl)C(F)(F)F